ClC1=CC=C(C(=N1)F)[C@@H]1OC[C@@H](C1)F 6-chloro-2-fluoro-3-[(2R,4R)-4-fluorotetrahydrofuran-2-yl]pyridine